FC1=C(C=CC(=C1)S(=O)(=O)N1CCOCC1)C(C(=O)O)=C (2-fluoro-4-(morpholinosulfonyl)phenyl)acrylic acid